N-(3-(4-Methoxyphenyl)propyl)-1-(7-methylthieno[3,2-d]pyrimidin-4-yl)piperidin-4-amine COC1=CC=C(C=C1)CCCNC1CCN(CC1)C=1C2=C(N=CN1)C(=CS2)C